FC1=C2C(=C(C=3N(C4=C(C5=C(C(=C4SC13)F)SC1=C(S5)C=CC=C1)F)CCOCCOC)F)SC1=C(S2)C=CC=C1 6,8,15,17-tetrafluoro-16-(2-(2-methoxyethoxy)ethyl)-16H-benzo[5,6][1,4]dithiino[2,3-b]benzo[5,6][1,4]dithiino-[2,3-i]phenothiazine